trans-N-(benzo[d]thiazol-5-yl)-1-(benzo[d]thiazol-6-ylsulfonyl)-3-fluoropiperidine-4-carboxamide S1C=NC2=C1C=CC(=C2)NC(=O)[C@H]2[C@@H](CN(CC2)S(=O)(=O)C2=CC1=C(N=CS1)C=C2)F